C1(CC1)N1N=C(C=C1)CO 1-cyclopropyl-1H-pyrazole-3-ylmethanol